2-[[2-[4-(cyclopropoxy)-6-cyclopropyl-pyrimidin-5-yl]pyrrolo[3,2-d]pyrimidin-5-yl]methoxy]ethyl-trimethyl-silane C1(CC1)OC1=NC=NC(=C1C=1N=CC2=C(N1)C=CN2COCC[Si](C)(C)C)C2CC2